C1(=C(C=CC=C1)[C@H](C(F)(F)F)OC1=CC(=NC(=N1)N)N1CCC2(C[C@H](NC2)C(=O)OCC)CC1)C1=CC=CC=C1 (S)-ethyl 8-(6-((R)-1-([1,1'-biphenyl]-2-yl)-2,2,2-trifluoroethoxy)-2-aminopyrimidin-4-yl)-2,8-diazaspiro[4.5]decane-3-carboxylate